COC(CC1N(CCN(C1)C)CCC(NC1=NC=CC(=C1)Br)=O)=O.C1(CCCCC1)[Si](OCCOC)(OCCOC)OCCOC cyclohexyl-tris-(2-methoxyethoxy)silane methyl-2-(1-{2-[(4-bromopyridin-2-yl)carbamoyl]ethyl}-4-methylpiperazin-2-yl)acetate